methyl 5-((8-bromo-3,7-dimethyl-2,6-dioxo-2,3,6,7-tetrahydro-1H-purin-1-yl)methyl)-2-chlorobenzoate BrC1=NC=2N(C(N(C(C2N1C)=O)CC=1C=CC(=C(C(=O)OC)C1)Cl)=O)C